(4-(3-(4-(4-(2-(4-(2-(2,6-dioxopiperidin-3-yl)-1-oxoisoindolin-5-yl)piperazin-1-yl)ethyl)piperazin-1-yl)phenoxy)-6-hydroxybenzo[b]thiophen-2-yl)phenyl)boronic acid O=C1NC(CCC1N1C(C2=CC=C(C=C2C1)N1CCN(CC1)CCN1CCN(CC1)C1=CC=C(OC=2C3=C(SC2C2=CC=C(C=C2)B(O)O)C=C(C=C3)O)C=C1)=O)=O